6-(isothiazol-4-ylamino)-3-methoxy-N-[(4-phenoxyphenyl)methyl]pyridine-2-carboxamide S1N=CC(=C1)NC1=CC=C(C(=N1)C(=O)NCC1=CC=C(C=C1)OC1=CC=CC=C1)OC